ClC1=CC=C(C=C1)C=1N=C(OC1C)C1=CC2=C(N(N=N2)C(C)C)C=C1 5-[4-(4-chlorophenyl)-5-methyl-1,3-oxazol-2-yl]-1-(propan-2-yl)-1H-1,2,3-benzotriazole